(6-(4-methylpyridin-3-yl)benzo[d]thiazol-2-yl)cyclopropanecarboxamide CC1=C(C=NC=C1)C1=CC2=C(N=C(S2)C2(CC2)C(=O)N)C=C1